Racemic-6-(2-amino-1-hydroxy-ethyl)pyridine-3-carbonitrile NC[C@@H](O)C1=CC=C(C=N1)C#N |r|